CC(CC(=O)C1=C(C(=C(OCC2=NC(=NO2)C=2C(=C(C(=O)O)C=CC2)C)C=C1)C)O)(C)C 3-(5-((4-(3,3-Dimethylbutanoyl)-3-hydroxy-2-methylphenoxy)methyl)-1,2,4-oxadiazol-3-yl)-2-methylbenzoic acid